C(=O)=C(C=O)N1CCN(CC1)C1=NC=C(C=N1)C(F)(F)F 2-carbonyl-2-(4-(5-(trifluoromethyl)pyrimidin-2-yl)piperazin-1-yl)acetaldehyde